1-isopropyl-5-(4,4,5,5-tetramethyl-1,3,2-Dioxaborolane-2-yl)pyridin-2(1H)-one C(C)(C)N1C(C=CC(=C1)B1OC(C(O1)(C)C)(C)C)=O